5-(((2-amino-2-oxoethyl)amino)methyl)-N-(2-chloro-3-(3'-chloro-6-methoxy-5-((((5-oxopyrrolidin-2-yl)methyl)amino)methyl)-[2,4'-bipyridin]-2'-yl)phenyl)-4-methoxypicolinamide NC(CNCC=1C(=CC(=NC1)C(=O)NC1=C(C(=CC=C1)C1=NC=CC(=C1Cl)C1=NC(=C(C=C1)CNCC1NC(CC1)=O)OC)Cl)OC)=O